C(C)(C)(C)OC(=O)N1[C@@H](C[C@@H](C1)N(C)C1=CC(=CC=C1)Cl)C(=O)O (2S,4S)-1-(tert-butoxycarbonyl)-4-((3-chlorophenyl)(methyl)amino)pyrrolidine-2-carboxylic acid